OC1(C(N(C2=CC=CC=C12)C)=O)C1=CC=CC=C1 3-hydroxy-1-methyl-3-phenylindolin-2-one